ClC=1C(=CC2=C(N=C(N=C2N[C@H](C)C2=C(C(=CC=C2)C(F)F)F)C)N1)C(=O)[O-].[Li+] lithium (R)-7-chloro-4-((1-(3-(difluoromethyl)-2-fluorophenyl) ethyl) amino)-2-methylpyrido[2,3-d]pyrimidine-6-carboxylate